7-acetyl-3,4-dihydroquinoxalin-2(1H)-one C(C)(=O)C1=CC=C2NCC(NC2=C1)=O